BrC=1C(N=C2N(C3=C(C(=N[C@H]2C)C2=C(C=CC=C2F)F)C(=C(C=C3)Br)Cl)C1)=O (5S)-2,9-dibromo-8-chloro-7-(2,6-difluorophenyl)-5-methyl-5H-pyrimido[1,2-a][1,4]benzodiazepine-3-One